ClC=1C(=NC=CC1)OC1CCOCC1 3-chloro-2-((tetrahydro-2H-pyran-4-yl)oxy)pyridine